(dimethylammonio)acetate C[NH+](C)CC(=O)[O-]